C[C@H]1N(C[C@@H]([C@H]([C@@H]1O)O)O)CC1CCC2(CCC2)CC1 (2R,3R,4R,5S)-2-methyl-1-(spiro[3.5]nonan-7-ylmethyl)piperidine-3,4,5-triol